C(C)(C)(C)OC(=O)N1CC(C1)C1=CC=C(C=C1)C=1C=NC(=CC1S(=O)(=O)C)Cl 3-[4-(6-chloro-4-methylsulfonyl-3-pyridinyl)phenyl]azetidine-1-carboxylic acid tert-butyl ester